(4-(trifluoromethyl)-phenyl)amino-pyrazolo[3,4-d]pyrimidin FC(C1=CC=C(C=C1)NC1=NNC2=NC=NC=C21)(F)F